ClC1=C2N=CN(C2=NC=N1)C 6-Chloro-9-methyl-9H-purine